BrC1=C(NC2=CC=CC=C12)[Li] bromolithioindole